bis(phenylpropylcyclopentadienyl)zirconium dichloride [Cl-].[Cl-].C1(=CC=CC=C1)CCCC1(C=CC=C1)[Zr+2]C1(C=CC=C1)CCCC1=CC=CC=C1